zinc ethylene bis(dithiocarbamate) C(N)(SCCSC(N)=S)=S.[Zn]